tert-butyl 4-(4-bromo-2-fluoro-phenyl)piperazine-1-carboxylate BrC1=CC(=C(C=C1)N1CCN(CC1)C(=O)OC(C)(C)C)F